C(C)OC(=O)C1=C(C2=C(N=C(S2)SC)N1)CO 6-(hydroxymethyl)-2-(methylsulfanyl)-4H-pyrrolo[2,3-d]Thiazole-5-carboxylic acid ethyl ester